C(C(C)C)C1=NNC(C1)(C)CC(C)C 3,5-diisobutyl-5-methyl-2-pyrazoline